4-amino-2-bromo-6-(thiazol-2-yl)nicotinonitrile NC1=CC(=NC(=C1C#N)Br)C=1SC=CN1